tert-Butyl 2-[4-{5-chloro-2-[5-(trifluoromethyl)-1,3,4-thiadiazol-2-yl]phenyl}-5-methoxy-2-oxopyridin-1(2H)-yl]butanoate ClC=1C=CC(=C(C1)C1=CC(N(C=C1OC)C(C(=O)OC(C)(C)C)CC)=O)C=1SC(=NN1)C(F)(F)F